BrC=1SC2=C(N1)C(=CC(=C2)[N+](=O)[O-])Cl 2-bromo-4-chloro-6-nitro-1,3-benzothiazole